BrC=1C(=CC(=C(N)C1)N1CCCCC1)Cl 5-bromo-4-chloro-2-(piperidin-1-yl)aniline